2,2,5-trimethyl-5-pentylcyclopentan CC1(CC(CC1)(CCCCC)C)C